1-(3-((2-amino-5-(1-methyl-1H-pyrazol-4-yl)pyridin-3-yl)oxy)phenyl)-3-(4-(methylsulfonyl)phenyl)urea NC1=NC=C(C=C1OC=1C=C(C=CC1)NC(=O)NC1=CC=C(C=C1)S(=O)(=O)C)C=1C=NN(C1)C